N[C@H]1C2N(CC1CC2)C(=O)C2=CC1=C(N(C(=N1)C1=CC=3C(=NC(=CC3)C3=C(C(=O)N)C=C(C=C3)F)N1CC1CC1)C)C(=C2)OC 2-(2-{5-[(7R)-7-amino-2-azabicyclo[2.2.1]heptane-2-carbonyl]-7-methoxy-1-methyl-1H-1,3-benzodiazol-2-yl}-1-(cyclopropylmethyl)-1H-pyrrolo[2,3-b]pyridin-6-yl)-5-fluorobenzamide